BrC=1C=C(C=C2CC(N(C12)C(C)C)COC1OCCCC1)C(=O)O 7-bromo-1-isopropyl-2-(((tetrahydro-2H-pyran-2-yl)oxy)methyl)indoline-5-carboxylic acid